C1(CC1)C=1C(=C(C=CC1)S(=O)(=N)C=1C=NC2=CC=CC=C2C1C(=O)NCC(F)(F)C1=C(C=C(C=C1)C)C)F 3-[S-(3-cyclopropyl-2-fluorophenyl)sulfonimidoyl]-N-[2-(2,4-dimethylphenyl)-2,2-difluoroethyl]quinoline-4-carboxamide